6-acetamido-N-[(1S,2S)-2-[(4-fluorophenoxy)methyl]cyclopentyl]-3-(triazol-2-yl)pyridine-2-carboxamide C(C)(=O)NC1=CC=C(C(=N1)C(=O)N[C@@H]1[C@H](CCC1)COC1=CC=C(C=C1)F)N1N=CC=N1